2-(8-azabicyclo[3.2.1]oct-2-en-3-yl)-7-bromoquinoxaline C12C=C(CC(CC1)N2)C2=NC1=CC(=CC=C1N=C2)Br